(4S,5aS,8S,8aR)-4-isobutyl-N-((1R,9S,10R,11R,12R,13S,14R,E)-12,13,14-trihydroxy-9-methyl-15-oxa-2-thiabicyclo[9.3.1]pentadec-7-en-10-yl)octahydro-2H-oxepino[2,3-c]pyrrole-8-carboxamide C(C(C)C)[C@H]1C[C@@H]2[C@H]([C@H](NC2)C(=O)N[C@@H]2[C@H](/C=C/CCCCS[C@@H]3[C@@H]([C@H]([C@H]([C@@H]2O3)O)O)O)C)OCC1